3-hydroxymethyl-2-hydroxybenzene OCC=1C(=CC=CC1)O